COC(C(=CC1=CC=C(C=C1)O)C#N)=O methyl-2-cyano-3-(4-hydroxyphenyl)acrylate